(S)-(6-(1-methyl-1H-pyrazol-3-yl)pyrazolo[1,5-a]pyridin-3-yl)(4-(7-(trifluoromethyl)pyrazolo[1,5-a]pyridin-2-yl)-6,7-dihydro-1H-imidazo[4,5-c]pyridin-5(4H)-yl)methanone CN1N=C(C=C1)C=1C=CC=2N(C1)N=CC2C(=O)N2[C@@H](C1=C(CC2)NC=N1)C1=NN2C(C=CC=C2C(F)(F)F)=C1